(2S,4R)-9-[1-[(2R)-2-amino-2-(1H-imidazol-4-yl)propanoyl]azetidin-3-yl]oxy-5,5-dihydroxy-6-oxa-5-boranuidatricyclo[5.4.0.02,4]undeca-1(11),7,9-triene-8-carboxylic acid N[C@](C(=O)N1CC(C1)OC=1C(=C2O[B-]([C@@H]3C[C@@H]3C2=CC1)(O)O)C(=O)O)(C)C=1N=CNC1